OC1=C2C(C=CC(C2=CC=C1)=O)=O 5-hydroxy-naphthalen-1,4-dione